C(C)(C)(C)OC(=O)N[C@@H]1C2=CC=CC=C2CC12CCN(CC2)C=2N=C(C(=NC2)C(=O)OC)Cl methyl 5-[(3S)-3-{[(tert-butoxy)carbonyl]amino}-1,3-dihydrospiro[indene-2,4'-piperidin]-1'-yl]-3-chloropyrazine-2-carboxylate